(E)-3-(3-chloro-5-fluorophenyl)acrylaldehyde ClC=1C=C(C=C(C1)F)/C=C/C=O